methyl 4-(o-tolyl)-1H-1,2,3-triazole-5-carboxylate C1(=C(C=CC=C1)C=1N=NNC1C(=O)OC)C